FC(/C(=C/C(F)F)/F)(F)F (2Z)-1,1,1,2,4,4-hexafluoro-2-butene